ClC=1C=C(C=CC1)C(=O)OO 3-Chloro-benzenecarboperoxoic acid